[CH-]1C=CC=C1P(C2=CC=CC=C2)C3=CC=CC=C3.[CH-]1C=CC=C1P(C2=CC=CC=C2)C3=CC=CC=C3.[Fe+2] 1,1'-Ferrocendiylbis(diphenylphosphine)